(S)-N-(4-(3-aminopiperidin-1-yl)-5-(1-(tetrahydro-2H-pyran-4-yl)-1H-pyrazol-4-yl)pyridin-2-yl)-2-(2-fluoro-6-methoxyphenyl)pyrimidin-4-amine N[C@@H]1CN(CCC1)C1=CC(=NC=C1C=1C=NN(C1)C1CCOCC1)NC1=NC(=NC=C1)C1=C(C=CC=C1OC)F